lead antimonate manganese-lead [Pb+2].[Mn+2].[Sb]([O-])([O-])([O-])=O.[Pb+2].[Sb]([O-])([O-])([O-])=O